CON(C(=O)C1=CC=2C3=C(N(C2C=C1)C1=CC=C(C=C1)C(F)(F)F)N=CN3C)C N-methoxy-N,1-dimethyl-4-[4-(trifluoromethyl)-phenyl]-1H,4H-imidazo[4,5-b]indole-7-carboxamide